2-((1H-pyrazol-3-yl)methyl)-4-methyl-6-((1-methyl-1H-pyrazol-3-yl)methyl)-4H-thiazolo[5',4':4,5]pyrrolo[2,3-d]pyridazin-5(6H)-one N1N=C(C=C1)CC=1SC2=C(N(C=3C(N(N=CC32)CC3=NN(C=C3)C)=O)C)N1